CC(C(C)C)O[Si](O[Si](C)(C)C)(C)C 1-(1',2'-dimethylpropoxy)-1,1,3,3,3-pentamethyldisiloxane